tert-butyl N-[4-[6-chloro-2-ethylsulfonyl-8-fluoro-5-(methoxymethyl)quinazolin-7-yl]-3-cyano-7-fluoro-benzothiophen-2-yl]carbamate ClC=1C(=C2C=NC(=NC2=C(C1C1=CC=C(C2=C1C(=C(S2)NC(OC(C)(C)C)=O)C#N)F)F)S(=O)(=O)CC)COC